3-[5-chloro-2-(4-morpholin-4-ylphenylamino)-pyrimidin-4-ylamino]-thiophene-2-carboxylic acid methyl ester COC(=O)C=1SC=CC1NC1=NC(=NC=C1Cl)NC1=CC=C(C=C1)N1CCOCC1